9-[4-(10-phenyl-9-anthracenyl)phenyl]9H-carbazole C1(=CC=CC=C1)C1=C2C=CC=CC2=C(C2=CC=CC=C12)C1=CC=C(C=C1)N1C2=CC=CC=C2C=2C=CC=CC12